CC=1N=C2N(CCC(C2)COC2=NC=CC(=C2)CN)C1 [2-[(2-methyl-5,6,7,8-tetrahydroimidazo[1,2-a]pyridin-7-yl)methoxy]-4-pyridyl]methanamine